NC1=CC=C(CNC(N(C)C)=N)C=C1 3-(4-amino-benzyl)-1,1-dimethyl-guanidine